COC(C(=C(C)C)C)=O trimethyl-acrylic acid methyl ester